CN1N=CC=2C(=CC=CC12)S(=O)(=O)C1=CC=C(C=C1)CNC(=O)C1=CC=2C(=CN=CC2)S1 N-{[4-(1-methyl-1H-indazole-4-sulfonyl)phenyl]methyl}thieno[2,3-c]pyridine-2-carboxamide